D-xylopyranose OC1[C@H](O)[C@@H](O)[C@H](O)CO1